NC1=NC=NC2=C1C1=C(CNC(N3C1=CC=1C=CC(=CC31)C#N)=O)N2C(C)C 1-amino-5-isopropyl-8-oxo-5,6,7,8-tetrahydropyrimido[5'',4'':4',5']pyrrolo[2',3':5,6][1,3]diazepino[1,7-a]indole-11-carbonitrile